2-((1R,2R,4S)-2-amino-7-aza-bicyclo[2.2.1]heptan-7-yl)-5-(4-chloro-2-ethyl-2H-indazol-5-yl)-3-methyl-3,7-dihydro-4H-pyrrolo[2,3-d]pyrimidin-4-one N[C@H]1[C@H]2CC[C@@H](C1)N2C=2N(C(C1=C(N2)NC=C1C1=C(C2=CN(N=C2C=C1)CC)Cl)=O)C